2-(3-(5-ethyl-1,2,4-oxadiazol-3-yl)phenyl)malonyl chloride C(C)C1=NC(=NO1)C=1C=C(C=CC1)C(C(=O)Cl)C(=O)Cl